ClC1=CC=C2C(C(NC2=C1)(C1=CC=CC=C1)C1C(N(C(C1O)=O)C)=O)=O 3-(6-Chloro-3-oxo-2-phenylindolin-2-yl)-4-hydroxy-1-methylpyrrolidine-2,5-dione